tert-butyl 4-((5-fluoro-4-oxo-2-(((tetrahydro-2H-pyran-4-yl)thio)methyl)-3,4-dihydroquinazolin-7-yl)ethynyl)piperidine-1-carboxylate FC1=C2C(NC(=NC2=CC(=C1)C#CC1CCN(CC1)C(=O)OC(C)(C)C)CSC1CCOCC1)=O